BrC=1C=CC(=NC1)N(C)[C@@H]1CC2=CC=CC(=C2CC1)OC (S)-5-bromo-N-(5-methoxy-1,2,3,4-tetrahydronaphthalen-2-yl)-N-methylpyridin-2-amine